C1(CCCCC1)S(=O)(=O)N1C=CC2=CC(=CC=C12)C1=CC=CC(=N1)C(=O)N 6-(1-(cyclohexylsulfonyl)-1H-indol-5-yl)picolinamide